O=C1C(=C(C=NN1)N1C[C@H](CC1)COC1CC(C1)C(=O)N1CCN(CC1)C1=NC=C(C#N)C=C1)C(F)(F)F 6-(4-((1s,3s)-3-((1-(6-oxo-5-(trifluoromethyl)-1,6-dihydropyridazin-4-yl)pyrrolidin-3-yl)methoxy)cyclobutanecarbonyl)piperazin-1-yl)nicotinonitrile